CN([O-])C N,N-dimethyl-aminoxid